C(C)(=O)C1=CC=NC2=CC=CC=C12 4-Acetylquinoline